6-O-α-D-glucopyranosyl-D-glucitol [C@H]1([C@H](O)[C@@H](O)[C@H](O)[C@H](O1)CO)OC[C@H]([C@H]([C@@H]([C@H](CO)O)O)O)O